(R)-1'-(3-((3-chloropyridin-4-yl)amino)-1H-pyrazolo[3,4-b]pyrazin-6-yl)-6,7-dihydrospiro[cyclopenta[b]pyridine-5,4'-piperidin]-6-amine ClC=1C=NC=CC1NC1=NNC2=NC(=CN=C21)N2CCC1(CC2)[C@@H](CC2=NC=CC=C21)N